2-[(5-chloro-3,6-difluoro-2-pyridinyl)hydrazono]propionic acid ClC=1C=C(C(=NC1F)NN=C(C(=O)O)C)F